NC=1C=C(C(=O)OC)C=CC1O methyl 3-amino-4-hydroxybenzoate